(trans)-beta-farnesene CCC(=C)CC\C=C(/C)\CCC=C(C)C